C(C)OP(=O)(OCC)CC=1C=C2C=C(C=NC2=CC1)C(=O)O 6-((diethoxyphosphoryl)methyl)quinoline-3-carboxylic acid